(S)-2-amino-4-((2-(4-chlorophenoxy)benzyl)(2-((3-methoxybenzyl)oxy)benzyl)amino)butanoic acid N[C@H](C(=O)O)CCN(CC1=C(C=CC=C1)OCC1=CC(=CC=C1)OC)CC1=C(C=CC=C1)OC1=CC=C(C=C1)Cl